tert-butyl 4-(6-chloro-3,4-dihydro-2H-quinolin-1-yl)azepane-1-carboxylate ClC=1C=C2CCCN(C2=CC1)C1CCN(CCC1)C(=O)OC(C)(C)C